(2-fluoro-4-(6-(1-methyl-1H-pyrazol-4-yl)pyrazolo[1,5-a]pyrazin-4-yl)benzyl)-4-isobutylpiperazin-2-one FC1=C(CN2C(CN(CC2)CC(C)C)=O)C=CC(=C1)C=1C=2N(C=C(N1)C=1C=NN(C1)C)N=CC2